NC1(C(NC(CC1)=O)=O)C 3-amino-3-methyl-piperidine-2,6-dione